ClC1=NC=2N(C(=C1C1=C(C=C(C=C1F)I)F)N[C@H](C)C(C)(C)C)N=CN2 (R)-5-chloro-6-(2,6-difluoro-4-iodophenyl)-N-(3,3-dimethylbut-2-yl)-[1,2,4]Triazolo[1,5-a]Pyrimidin-7-amine